CC(CCCCCCCC)=O decanon